methyl (R)-2,6-difluoro-4-(3-(trifluoromethyl)morpholino)benzoate FC1=C(C(=O)OC)C(=CC(=C1)N1[C@H](COCC1)C(F)(F)F)F